BrC=1C(=CC=C2CCN(C(C12)C)C(=O)OC(C)(C)C)OCC(=C=O)C1=NC=C(C=C1)Cl tert-butyl 8-bromo-7-(2-(5-chloropyridin-2-yl)-2-carbonylethoxy)-1-methyl-3,4-dihydroisoquinoline-2(1H)-carboxylate